FC=1C=C(C=NC1C)C1=NN2C=NC=3C=CC=CC3C2=N1 2-(5-fluoro-6-methylpyridin-3-yl)[1,2,4]triazolo[1,5-c]quinazolin